N-(1-benzyl-2-oxo-1,2-dihydroquinoxalin-6-yl)-2,2-dimethylcyclopentane-1-carboxamide C(C1=CC=CC=C1)N1C(C=NC2=CC(=CC=C12)NC(=O)C1C(CCC1)(C)C)=O